2-(2-((3aS,4S,6R,6aR)-6-(aminomethyl)-2,2-dimethyltetrahydrofurano[3,4-d][1,3]dioxol-4-yl)-N-methylacetamido)-N-methylacetamide NC[C@H]1O[C@H]([C@H]2[C@@H]1OC(O2)(C)C)CC(=O)N(C)CC(=O)NC